C(C)(C)(C)OC(=O)C1=C(COCC2CN(CC23CN(C3)C(=O)C3(CC3)C(F)(F)F)C(=O)OCC=C)C=CC=C1C1CCC(CC1)(F)F allyl 8-(((2-(tert-butoxycarbonyl)-3-(4,4-difluorocyclohexyl)benzyl)oxy)methyl)-2-(1-(trifluoromethyl)cyclopropane-1-carbonyl)-2,6-diazaspiro[3.4]octane-6-carboxylate